hydroxy-5'-deoxyguanosine C[C@@H]1[C@H]([C@H]([C@@](O1)(N2C=NC3=C2N=C(NC3=O)N)O)O)O